2-((4-(4-ethoxyphenoxy)-6-(trifluoromethyl)pyrimidin-2-yl)thio)-N-((4-ethylphenyl)carbamoyl)acetamide C(C)OC1=CC=C(OC2=NC(=NC(=C2)C(F)(F)F)SCC(=O)NC(NC2=CC=C(C=C2)CC)=O)C=C1